FC(OC=1C=C(C=CC1)C1=C(C(=CC=C1)C[C@@H]1N(CC([C@@H]1NS(=O)(=O)CC)(F)F)C(=O)C1(CCC1)O)F)F N-[(2S,3R)-2-{[3'-(difluoromethoxy)-2-fluoro[1,1'-biphenyl]-3-yl]methyl}-4,4-difluoro-1-(1-hydroxycyclobutane-1-carbonyl)pyrrolidin-3-yl]ethanesulfonamide